N-(4-(6-(4-(2-(2,6-dioxopiperidin-3-yl)-1,3-dioxoisoindolin-5-yl)piperazin-1-yl)pyridin-3-yl)phenyl)-N-((1r,4r)-4-(quinazolin-2-ylamino)cyclohexyl)acetamide O=C1NC(CCC1N1C(C2=CC=C(C=C2C1=O)N1CCN(CC1)C1=CC=C(C=N1)C1=CC=C(C=C1)N(C(C)=O)C1CCC(CC1)NC1=NC2=CC=CC=C2C=N1)=O)=O